4,6,7-trichloro-1-(2-isopropyl-4-(methylthio)pyridin-3-yl)pyrido[2,3-d]pyrimidin-2(1H)-one ClC=1C2=C(N(C(N1)=O)C=1C(=NC=CC1SC)C(C)C)N=C(C(=C2)Cl)Cl